COCCC(=O)OC1CN(C1)C=1N=C(C2=C(N1)CC[S+]2[O-])N(C2CCOCC2)C [1-[4-[methyl(tetra-hydropyran-4-yl)amino]-5-oxido-6,7-dihydro-thieno[3,2-d]pyrimidin-5-ium-2-yl]azetidin-3-yl] 3-methoxy-propanoate